8-(4-(4-(8-(2-(2,6-dioxopiperidin-3-yl)-1-oxoisoindolin-4-yl)oct-7-ynoyl)piperazin-1-yl)piperidin-1-yl)-9-ethyl-6,6-dimethyl-11-oxo-6,11-dihydro-5H-benzo[b]carbazole-3-carbonitrile O=C1NC(CCC1N1C(C2=CC=CC(=C2C1)C#CCCCCCC(=O)N1CCN(CC1)C1CCN(CC1)C=1C(=CC2=C(C(C=3NC4=CC(=CC=C4C3C2=O)C#N)(C)C)C1)CC)=O)=O